ethyl (3s,6r)-1-oxaspiro[2.5]octane-6-carboxylate O1CC12CCC(CC2)C(=O)OCC